C1(=CC=C(C=C1)CCC1=C(SC(=C1)C)C)C1=CC=CC=C1 3-(2-([1,1'-biphenyl]-4-yl)ethyl)-2,5-dimethylthiophene